NO.[N+](=O)([O-])C1=NN=C(O1)C1=NNC(=C1[N+](=O)[O-])C=1OC(=NN1)[N+](=O)[O-] 3,5-bis(5-nitro-1,3,4-oxadiazol-2-yl)-4-nitro-pyrazole hydroxylamine salt